4-(4-Chloropyrimidin-2-yl)piperazine-1-carboxylate ClC1=NC(=NC=C1)N1CCN(CC1)C(=O)[O-]